5-[1-(3-bromophenyl)imidazol-2-yl]-4-methyl-1,2,4-triazole-3-thiol BrC=1C=C(C=CC1)N1C(=NC=C1)C=1N(C(=NN1)S)C